C(C)OC(=O)C1=NN2C(C(NC(=C2)C2=CC(=C(C=C2)C)F)=O)=C1CC(F)(F)F.CC1=C(C(=C(C=C1[2H])O)[2H])[2H] 4-Methyl-phenol-d3 ethyl-6-(3-fluoro-4-methylphenyl)-4-oxo-3-(2,2,2-trifluoroethyl)-4,5-dihydropyrazolo[1,5-a]pyrazine-2-carboxylate